NC1=CC(=C(C=C1OC)N1CCC(CC1)N1C(OC=CC=C1)=O)CC 3-(1-(4-amino-2-ethyl-5-methoxyphenyl)piperidin-4-yl)-1,3-oxazepin-2-one